succinimidyl-(N-maleimidopropionamido)-ethyleneglycol C1(CCC(N1C(CO)(N(C(CC)=O)N1C(C=CC1=O)=O)O)=O)=O